methyl 4-mercaptobutyrimidate SCCCC(OC)=N